C(=C=C)C1=CC=CC=C1 2-allenylbenzene